N12C=NC3=NC=NC3=C1NC=C2 1,N6-etheno-adenine